CN(C)C1=CC=C(C=C1)Cl 4-chloro-N,N-dimethylaniline